BrC=1C=C2C=CC(=NC2=CC1)NC(=O)C=1N=NN(C1C)C1=C(C=CC=C1)C N-(6-bromoquinolin-2-yl)-5-methyl-1-(o-tolyl)-1H-1,2,3-triazole-4-carboxamide